3-benzhydroxy-2-propanol acrylate C(C=C)(=O)OC(C)COC(C1=CC=CC=C1)C1=CC=CC=C1